8-Oxa-2-aza-spiro[4.5]decane-2-carboxylic acid (4-difluoromethoxy-7-phenyl-thiazolo[4,5-c]pyridin-2-yl)-amide FC(OC1=NC=C(C2=C1N=C(S2)NC(=O)N2CC1(CC2)CCOCC1)C1=CC=CC=C1)F